CNCCCN1C(OC2=C1C=C(C=C2)NC2=CC=C(C=C2)N2CCC(CC2)C(F)(F)F)=O 3-(3-(methylamino)propyl)-5-((4-(4-(trifluoromethyl)piperidin-1-yl)phenyl)amino)benzo[d]oxazol-2(3H)-one